OCC(C)(C)NC1=NC(=C(C(=O)NC2=CC(=C(C=C2)C)C2=NNC=C2)C=C1)N1CCC2(CC2)CC1 6-((1-hydroxy-2-methylpropan-2-yl)amino)-N-(4-methyl-3-(1H-pyrazol-3-yl)phenyl)-2-(6-azaspiro[2.5]oct-6-yl)nicotinamide